4-amino-3,5-dibromo-L-phenylalanine NC1=C(C=C(C[C@H](N)C(=O)O)C=C1Br)Br